COC(=O)C1=NC=CC2=C1C=CN2S(=O)(=O)C2=CC=C(C)C=C2 1-tosyl-1H-pyrrolo[3,2-c]Pyridine-4-carboxylic acid methyl ester